4-methoxyphenyl (1R,4R)-6-(4-(1H-1,2,4-triazol-1-yl) phenyl)-5-(4-hydroxyphenyl)-7-oxabicyclo[2.2.1]hept-5-ene-2-sulfonate N1(N=CN=C1)C1=CC=C(C=C1)C1=C([C@H]2CC([C@@H]1O2)S(=O)(=O)OC2=CC=C(C=C2)OC)C2=CC=C(C=C2)O